4-bromo-5-chloro-2-hydroxybenzaldehyde BrC1=CC(=C(C=O)C=C1Cl)O